FC(C(=C(C(C(F)(F)F)(C(F)(F)F)F)C(C(F)(F)F)(F)F)C(F)(F)F)(F)F 1,1,1,4,5,5,5-heptafluoro-3-(perfluoroethyl)-2,4-bis(trifluoromethyl)-2-pentene